OC1OC=C(C2C1C(CC2)COC(C2=CC=C(C=C2)\N=N\C2=CC=CC=C2)=O)C(=O)OC methyl (E)-1-hydroxy-7-(((4-(phenyldiazenyl)benzoyl)oxy)methyl)-1,4a,5,6,7,7a-hexahydrocyclopenta[c]pyran-4-carboxylate